3-(3-((7-(piperidin-1-yl)heptyl)amino)phenyl)piperidine-2,6-dione N1(CCCCC1)CCCCCCCNC=1C=C(C=CC1)C1C(NC(CC1)=O)=O